C(CCC)C(C(=O)OC(C1=CC(=C(C(=C1)C(C)(C)C)O)C(C)(C)C)(C1CC(N(C(C1)(C)C)C)(C)C)C1CC(N(C(C1)(C)C)C)(C)C)C(=O)[O-] bis-(1,2,2,6,6-pentamethyl-4-piperidinyl)-(3,5-di-tert-butyl-4-hydroxybenzyl) butyl-propane-dioate